C(C)(C)(C)OC(=O)[C@@H]1N[C@H]([C@]([C@H]1C1=C(C(=CC=C1)Cl)F)(C#N)C1=C(C=C(C=C1)Cl)F)CC(C)(C)C (2R,3S,4R,5S)-3-(3-chloro-2-fluorophenyl)-4-(4-chloro-2-fluorophenyl)-4-cyano-5-neopentylpyrrolidine-2-carboxylic acid tert-butyl ester